CS(=O)(=O)[O-].C(CCCCCCCCCCC)[NH+]1C(=CC=C1)C 1-Dodecyl-2-Methylpyrrolium methansulfonat